ClC=1C=NC=C(C1O)Cl 3,5-dichloro-4-pyridineol